C1=CC=CC=2C3=CC=CC=C3C(C12)COC(=O)N([C@H](C(=O)O)[C@@H](C)O)C (2S,3R)-2-[9H-fluoren-9-ylmethoxycarbonyl-(methyl)amino]-3-hydroxybutanoic acid